2-chloro-N-(3-chloro-4-fluorophenyl)-3-(2-((1-(hydroxymethyl)cyclopropyl)amino)-2-oxoacetyl)-5,6,7,8-tetrahydroindolizine-1-carboxamide ClC=1C(=C2CCCCN2C1C(C(=O)NC1(CC1)CO)=O)C(=O)NC1=CC(=C(C=C1)F)Cl